heptyltrimethylammonium methyl-carbonate COC([O-])=O.C(CCCCCC)[N+](C)(C)C